6-(tert-butyl)-2-oxo-10-(((S)-5-oxopyrrolidin-2-yl)methoxy)-6,7-dihydro-2H-pyrido[2',1':3,4]pyrazino[1,2-b]indazole-3-carboxylic acid C(C)(C)(C)C1N2C(C=3N(N=C4C(=CC=CC34)OC[C@H]3NC(CC3)=O)C1)=CC(C(=C2)C(=O)O)=O